N-methyl-N-ethyl-1-(4-phenyl-4,7-dihydro-5H-thieno[2,3-c]pyran-7-yl)methylamine CN(CC)CC1OCC(C2=C1SC=C2)C2=CC=CC=C2